(4-(2-(piperidine-4-yl)ethyl)piperazine-1-yl)methanone N1CCC(CC1)CCN1CCN(CC1)C=O